FC1=C(C(=C(C(=C1P(O)(=O)C1=C(C=CC=C1)C1=CC=CC=C1)F)F)F)F.P(=O)(OC1=C(C(=C(C(=C1F)F)F)F)F)(OC1=CC=CC=C1)OC1=CC=CC=C1 Pentafluorophenyl diphenyl phosphate (Pentafluorophenyl diphenylphosphinate)